NCC(CN1CCOCC1)O 1-amino-3-(4-morpholinyl)-2-propanol